3,7-di(1H-indazol-5-yl)-8-methyl-10-(2-((1S,4S)-5-methyl-2,5-diazabicyclo[2.2.1]heptan-2-yl)ethyl)-10H-benzo[b]pyrido[2,3-e][1,4]oxazine N1N=CC2=CC(=CC=C12)C1=CC2=C(N(C3=C(O2)C=C(C(=C3)C)C=3C=C2C=NNC2=CC3)CCN3[C@@H]2CN([C@H](C3)C2)C)N=C1